CNCCCN1C=NC=C1 N-methyl-3-(1H-imidazol-1-yl)propan-1-amine